(1S,2S,5R)-5-(4-chlorobenzyl)-2-chloromethyl-1-(1H-1,2,4-triazol-1-ylmethyl)cyclopentanol Methyl-5-bromo-2-((4-(2-(3-chlorobenzyl)-5-methyloxazol-4-yl)phenoxy)methyl)benzoate CC=1C(=C(C(=O)O[C@@]2([C@H](CC[C@@H]2CC2=CC=C(C=C2)Cl)CCl)CN2N=CN=C2)C=C(C1)Br)COC1=CC=C(C=C1)C=1N=C(OC1C)CC1=CC(=CC=C1)Cl